BrC=1C(=NC(=NC1)NC=1C(=NN(C1)C1CC2CCC(C1)N2C)C)NCCCN2CCOCC(C2=O)(C)C 4-(3-((5-bromo-2-((3-methyl-1-(8-methyl-8-azabicyclo[3.2.1]octan-3-yl)-1H-pyrazol-4-yl)amino)pyrimidin-4-yl)amino)propyl)-6,6-dimethyl-1,4-oxazepan-5-one